BrC1=CC=C(C=C1)[C@H]1[C@@H](C(NC(C1)=O)=O)C(=O)O |r| (+/-)-(3S,4R)-4-(4-bromophenyl)-2,6-dioxopiperidine-3-carboxylic acid